Ethyl 6-bromo-3-(4-((tert-butoxycarbonyl) amino)-4-methylpiperidin-1-yl)-5-methylpyrazine-2-carboxylate BrC1=C(N=C(C(=N1)C(=O)OCC)N1CCC(CC1)(C)NC(=O)OC(C)(C)C)C